C[C@H]1N(CC[C@H](C1)N1N=CC(=C1)[N+](=O)[O-])C(=O)OC(C)(C)C tert-butyl (2R,4R)-2-methyl-4-(4-nitro-1H-pyrazol-1-yl)piperidine-1-carboxylate